ClC=1C=2C(N=C3N(C2C=CC1)C1=CC(=CC=C1C31CCCCC1)C1CCN(CC1)C1CN(C1)CCC(=O)OC(C)(C)C)=O tert-butyl 3-(3-(4-(4'-chloro-5'-oxo-5'H-spiro[cyclohexane-1,7'-indolo[1,2-a]quinazolin]-10'-yl)piperidin-1-yl)azetidin-1-yl)propanoate